2-methyl-N-(4-methyl-3-(pyridin-2-yl)phenyl)-6-azabicyclo[3.1.1]heptane-6-carboxamide CC1C2N(C(CC1)C2)C(=O)NC2=CC(=C(C=C2)C)C2=NC=CC=C2